C(C)OC(C(C)(C)OC1=C(C=C(C=C1C)CN1C(N(CC1)C1=CC(=CC=C1)C(F)(F)F)=O)C)=O 2-(2,6-dimethyl-4-((2-oxo-3-(3-(trifluoromethyl)phenyl)imidazolin-1-yl)methyl)phenoxy)-2-methylpropanoic acid ethyl ester